9,10-diphenylacridine C1(=CC=CC=C1)C1C2=CC=CC=C2N(C=2C=CC=CC12)C1=CC=CC=C1